methyl 3-(4-(benzyloxy) phenoxy)-2-bromobenzo[b]thiophene-6-carboxylate C(C1=CC=CC=C1)OC1=CC=C(OC=2C3=C(SC2Br)C=C(C=C3)C(=O)OC)C=C1